[Ir].[Pt].[Fe] iron-platinum-iridium